5-(hydroxymethyl)-2-methoxyphenylboronic acid OCC=1C=CC(=C(C1)B(O)O)OC